FC(C1=NN(C(=C1C=O)OC1=CC(=CC=C1)S(F)(F)(F)(F)F)C)F 3-(difluoromethyl)-1-methyl-5-(3-(pentafluoro-λ6-sulfanyl)phenoxy)-1H-pyrazole-4-carbaldehyde